2-(3-carbamoyl-5-fluoro-1H-indazol-1-yl)acetic acid C(N)(=O)C1=NN(C2=CC=C(C=C12)F)CC(=O)O